ClC=1C=2N(C=C(C1)S(=O)=O)C(=NC2)C=2SC(=NN2)C(F)F 2-(8-chloro-6-hydrosulfonylimidazo[1,5-a]pyridin-3-yl)-5-(difluoromethyl)-1,3,4-thiadiazole